COC(=O)C1=CC2=C(N=C(S2)Br)C(=C1)F 2-bromo-4-fluorobenzo[d]Thiazole-6-carboxylic acid methyl ester